6,7-dimethoxy-2-carboxy-4-chloro-quinoline COC=1C=C2C(=CC(=NC2=CC1OC)C(=O)O)Cl